C(C=1C(C(=O)OCC(CCCC)CC)=CC(C(=O)OCC(CCCC)CC)=C(C(=O)OCC(CCCC)CC)C1)(=O)OCC(CCCC)CC Tetra(2-Ethyl Hexyl) Pyromellitate